4-iodo-2,3,5,6-tetrafluorophenyl-phosphine oxide IC1=C(C(=C(C(=C1F)F)[PH2]=O)F)F